FC=1C=C(C=C2C=CC(=NC12)N1CCOCC1)C=O 8-fluoro-2-morpholinoquinoline-6-carbaldehyde